O1CC(C1)OC=1N=CC(=NC1)CO (5-(oxetan-3-yloxy)pyrazin-2-yl)methanol